N1=CC=CC=2C1=NC=CC2 pyrido[2,3-b]pyridine